F[C@@H]1[C@H](C1)C(=O)NC1=NN2C(C=C(C=C2)C2=C3C=NNC3=C(C(=C2C)F)SC)=C1 (1R,2S)-2-fluoro-N-(5-(6-fluoro-5-methyl-7-(methylthio)-1H-indazol-4-yl)pyrazolo[1,5-a]pyridin-2-yl)cyclopropane-1-carboxamide